CC(C)[C@@H](C)\C=C\[C@@H](C)[C@H]1CC(C2=C3C=CC4=CC(CC[C@]4(C)[C@H]3CC[C@]12C)=O)=O (22E)-ergosta-4,6,8(14),22-tetraene-3,15-dione